4-methoxy-3-(N-(2-(piperidin-1-yl)phenyl)sulfamoyl)benzoic acid COC1=C(C=C(C(=O)O)C=C1)S(NC1=C(C=CC=C1)N1CCCCC1)(=O)=O